tert-butyl N-[(1R)-1-(hydroxymethyl)-4-methyl-pentyl]carbamate OC[C@@H](CCC(C)C)NC(OC(C)(C)C)=O